ClC1=CC=C2C(=NNC(C2=C1)=O)C1=C(C=C(C=C1)C)OC 7-chloro-4-(2-methoxy-4-methylphenyl)phthalazin-1(2H)-one